CC1(CC(NC1)=O)C 4,4-dimethyl-pyrrolidin-2-one